[(3-methoxy-1-naphthyl)oxy]-dimethyl-silane COC=1C=C(C2=CC=CC=C2C1)O[SiH](C)C